ClC1=C(C(=CC=C1)Cl)N1C(N(C2=C(C1=O)C=NC1=C2C=C(N1)C=1C=NN(C1)C1CCNCC1)C)=O 3-(2,6-dichlorophenyl)-1-methyl-8-(1-(piperidin-4-yl)-1H-pyrazol-4-yl)-1,7-dihydro-2H-pyrrolo[3',2':5,6]pyrido[4,3-d]pyrimidine-2,4(3H)-dione